(R)-3-(3,4-bis((t-butoxycarbonyl)oxy)phenyl)-2-((t-butoxycarbonyl)oxy)propanoic acid C(C)(C)(C)OC(=O)OC=1C=C(C=CC1OC(=O)OC(C)(C)C)C[C@H](C(=O)O)OC(=O)OC(C)(C)C